2-[4-[4-amino-3-(difluoromethyl)pyrazol-1-yl]cyclohexyl]ethanol NC=1C(=NN(C1)C1CCC(CC1)CCO)C(F)F